N1(CCCCC1)CCOC1=CC=C(C=C1)CCN 2-(4-(2-(piperidin-1-yl)ethoxy)phenyl)ethylamine